C(C)C1=C(C(=NO1)C(F)(F)F)CSC=1NC(C2=C(N1)CCC2)=O 2-(((5-ethyl-3-(trifluoromethyl)isoxazol-4-yl)methyl)thio)-3,5,6,7-tetrahydro-4H-cyclopenta[d]pyrimidin-4-one